2-(2-(morpholinyl)ethylthio)-4-(3-chloro-4-(pyridin-2-ylmethoxy)phenylamino)pyrazolo[1,5-a][1,3,5]triazine N1(CCOCC1)CCSC1=NC=2N(C(=N1)NC1=CC(=C(C=C1)OCC1=NC=CC=C1)Cl)N=CC2